ALPHA-AMYLCINNAMYL ALCOHOL C(CCCC)C(CO)=CC1=CC=CC=C1